C(N)(OC(C1CC1)C)=O carbamic acid, 1-methyl-1-cyclopropylmethyl ester